N-cyclohexyl-2-(3-methylphenoxy)-N-(3-thienyl)acetamide C1(CCCCC1)N(C(COC1=CC(=CC=C1)C)=O)C1=CSC=C1